(2R,6R)-6-methylmorpholine-2-carboxylic acid C[C@H]1O[C@H](CNC1)C(=O)O